CC(C)(S(=O)NCC1=NC=CC(=C1)C=1C=CC2=C(C(=CO2)COC2=C(C=CC=C2)CC(=O)OCC)C1)C ethyl 2-(2-((5-(2-((1,1-dimethylethylsulfinamido)methyl)pyridin-4-yl)benzofuran-3-yl)methoxy)phenyl)acetate